CC(C(=O)OCCCCNC)C=1C=CC=2C3=C(C(=NC2C1)N)N=C(N3CC(C)O)CCCC 4-(methylamino)butan-1-ol Methyl-2-(4-amino-2-butyl-1-(2-hydroxypropyl)-1H-imidazo[4,5-c]quinolin-7-yl)acetate